N-(2,2-difluoroethyl)-4-({5-fluoro-4-[(5S)-2,2,5-trimethylmorpholin-4-yl]pyrimidin-2-yl}amino)benzenesulfonamide FC(CNS(=O)(=O)C1=CC=C(C=C1)NC1=NC=C(C(=N1)N1CC(OC[C@@H]1C)(C)C)F)F